7-(3-carbamoyl-azetidin-1-yl)-5-methyl-4-oxo-1-(1,2,4-thiadiazol-5-yl)-1,4-dihydro-1,8-naphthyridine-3-carboxylic acid C(N)(=O)C1CN(C1)C1=CC(=C2C(C(=CN(C2=N1)C1=NC=NS1)C(=O)O)=O)C